1-((2R,5S)-5-(3-chlorophenyl)-2-methylpiperazin-1-yl)-2,2-dimethylpropan-1-one tert-Butyl-(2S,5R)-2-(3-chlorophenyl)-4-(2,2-dimethylpropanoyl)-5-methyl-piperazine-1-carboxylate C(C)(C)(C)OC(=O)N1[C@H](CN([C@@H](C1)C)C(C(C)(C)C)=O)C1=CC(=CC=C1)Cl.ClC=1C=C(C=CC1)[C@@H]1NC[C@H](N(C1)C(C(C)(C)C)=O)C